(3S)-6-(5-cyclopropyl-1,2,4-oxadiazol-3-yl)-2,3-dihydro-1-benzofuran-3-amine hydrochloride Cl.C1(CC1)C1=NC(=NO1)C1=CC2=C([C@@H](CO2)N)C=C1